FC=1C=CC2=C(C(=C(O2)C(C(C)C)N)C)C1 1-(5-fluoro-3-methyl-1-benzofuran-2-yl)-2-methylpropan-1-amine